Cl.Cl.N1CCC(CC1)CNC(=O)C1=CC=C(C=C1)C1=NC2=C(N1)C=CC=C2C(=O)N 2-(4-((piperidin-4-ylmethyl)carbamoyl)phenyl)-1H-benzo[d]imidazole-4-carboxamide dihydrochloride